((2,4-dioxo-1,3-diazaspiro[4.4]nonane-6-yl)methyl)-2,3-difluoro-4-morpholinobenzenesulfonamide O=C1NC2(C(N1)=O)C(CCC2)CC=2C(=C(C(=C(C2)S(=O)(=O)N)F)F)N2CCOCC2